C(C=C)N(C(=O)Cl)CC=C N,N-bis(prop-2-enyl)carbamoyl chloride